(2-chloro-4-pyrazolo[1,5-a]pyrazin-4-yl-phenyl)methanamine dihydrochloride Cl.Cl.ClC1=C(C=CC(=C1)C=1C=2N(C=CN1)N=CC2)CN